CC(CCC(=O)N1CCN(CC1)CCCC1=CC=CC=C1)(C)SSC 1-(3-(4-(4-methyl-4-methyldisulfanyl-pentanoyl)-piperazin-1-yl)-propyl)-benzene